mercaptopropyl-dimethoxysilane SCCC[SiH](OC)OC